N-(5-fluoropyridin-3-yl)-3-(3'-oxospiro[cyclohexane-1,1'-isoindolin]-6'-yl)-1H-pyrrolo[2,3-b]pyridine-5-carboxamide FC=1C=C(C=NC1)NC(=O)C=1C=C2C(=NC1)NC=C2C2=CC=C1C(NC3(C1=C2)CCCCC3)=O